FC1=C(N=CC2=C1N=C(N=C2N2CC(CCCC2)O)OCC21CCCN1CCC2)C2=CC=CC1=CC=CC(=C21)F 1-(8-fluoro-7-(8-fluoronaphthalen-1-yl)-2-((hexahydro-1H-pyrrolizin-7a-yl)methoxy)pyrido[4,3-d]pyrimidin-4-yl)azepan-3-ol